ClC1=C(N=C(S1)C=1C(=NC=CC1)OCC)C(=O)N[C@H]1CN(CC1)C(=O)OC(C)(C)C tert-butyl (R)-3-(5-chloro-2-(2-ethoxypyridin-3-yl)thiazole-4-carboxamido)pyrrolidine-1-carboxylate